Methoxy-4-methyl-N-(4-(1-(trifluoromethyl)cyclopropyl)but-2-ynyl)-1H-imidazole-1-carboxamide COC=1N(C=C(N1)C)C(=O)NCC#CCC1(CC1)C(F)(F)F